5-[4-[1-(Aminomethyl)-3-azabicyclo[3.1.0]hexan-3-yl]-5,6-difluoro-8-(methylamino)-9H-pyrido[2,3-b]indol-3-yl]pyridin-3-carbonitril NCC12CN(CC2C1)C1=C(C=NC=2NC3=C(C=C(C(=C3C21)F)F)NC)C=2C=C(C=NC2)C#N